6-Chloro-14-(4-hydroxyphenyl)-10,11-dimethyl-19,22,25-trioxa-1,10,14,17,32-pentaazapentacyclo[25.2.2.2~15,18~.1~9,12~.0~3,8~]tetratriaconta-3,5,7,9(34),11,15,17,32-octaene-2,13-dione ClC1=CC=C2C(N3CCC(COCCOCCOC4=NC=C(N(C(C5=C(N(C(C2=C1)=C5)C)C)=O)C5=CC=C(C=C5)O)C=N4)CC3)=O